BrC=1C=C2N(N=CC(=C2NC2C[C@H]3CC[C@@H](C2)N3CCC#N)C(N)=NC3=C(C=C(C=C3)O)Cl)C1 6-bromo-N'-(2-chloro-4-hydroxyphenyl)-4-(((1R,3s,5S)-8-(2-cyanoethyl)-8-azabicyclo-[3.2.1]octan-3-yl)amino)pyrrolo[1,2-b]pyridazine-3-carboximidamide